Ethyl (3S)-3-((tert-butoxycarbonyl)amino)-3-(4,4'-difluoro-2'-(hex-5-en-2-yloxy)-6'-methyl-5-(trifluoromethyl)-[1,1'-biphenyl]-3-yl)propanoate C(C)(C)(C)OC(=O)N[C@@H](CC(=O)OCC)C=1C=C(C=C(C1F)C(F)(F)F)C1=C(C=C(C=C1C)F)OC(C)CCC=C